diethyl 2,3-di-sec-butylsuccinate C(C)(CC)C(C(=O)OCC)C(C(=O)OCC)C(C)CC